S(=O)(=O)(C1=CC=C(C)C=C1)ON=C(C#N)C1=CSC=C1 Alpha-(tosyloxyimino)-3-thienylacetonitrile